(1R,3R)-3-((S)-2-(3-Fluoro-4-methylphenethyl)-6-(methoxycarbonyl)-7-methyl-6,7,8,9-tetrahydro-3H-imidazo[4,5-f]chinolin-3-yl)cyclohexan FC=1C=C(CCC=2N(C=3C(=C4CC[C@@H](N(C4=CC3)C(=O)OC)C)N2)C2CCCCC2)C=CC1C